BrC=1SC(=C(N1)C(=O)OC)Br Methyl 2,5-dibromothiazole-4-carboxylate